C(C)(C)(C)OC(=O)N(C1=C(C(=NC=C1)C(=O)OC)C)C(=O)OC(C)(C)C Methyl 4-(bis(tert-butoxycarbonyl)amino)-3-methylpyridinecarboxylate